2-(4-(2-(2,6-dimethylpyridin-4-yl)-3-isopropyl-1H-indol-5-yl)piperidin-1-yl)-1-morpholinoethan-1-one CC1=NC(=CC(=C1)C=1NC2=CC=C(C=C2C1C(C)C)C1CCN(CC1)CC(=O)N1CCOCC1)C